3-chloro-5H-pyrimido[5,4-c]pyridazine-6,8-dione ClC1=CC2=C(N=N1)C(NC(N2)=O)=O